5-butyl-7-chloro-6-hydroxybenzo[c]quinolinium chloride [Cl-].C(CCC)[N+]1=C(C2=C(C3=CC=CC=C13)C=CC=C2Cl)O